C(C)C(C(=O)O)(CCC(C)N)N 2-ethyl-2,5-diaminohexanoic acid